(2S)-1-methyl-2-(6-methylpyridin-3-yl)pyrrolidin-1-ium acetate C(C)(=O)[O-].C[NH+]1[C@@H](CCC1)C=1C=NC(=CC1)C